bis(isobutylacetoacetate) aluminum [Al+2].C(C(C)C)CC(CC(=O)[O-])=O.C(C(C)C)CC(CC(=O)[O-])=O